2-(6-(((1s,2s,3r,5r)-2-fluoro-9-azabicyclo[3.3.1]non-3-yl)oxy)pyridazin-3-yl)-5-(6-methylpyridin-3-yl)phenol F[C@H]1[C@@H]2CCC[C@H](C[C@H]1OC1=CC=C(N=N1)C1=C(C=C(C=C1)C=1C=NC(=CC1)C)O)N2